5-[6-fluoro-3-(1H-pyrazol-4-yl)imidazo[1,2-a]pyrimidin-2-yl]-3-(trifluoromethyl)-1H-1,2,4-triazole FC=1C=NC=2N(C1)C(=C(N2)C2=NC(=NN2)C(F)(F)F)C=2C=NNC2